1-tert-butoxypropan C(C)(C)(C)OCCC